racemic-beta-butyrolactone C1(C[C@@H](C)O1)=O |r|